4-chloro-1H-pyrazolo[4,3-c]pyridin-3-ol ClC1=NC=CC2=C1C(=NN2)O